4-N-(2-methylpropyl)benzene-1,4-diamine CC(CNC1=CC=C(C=C1)N)C